C(C)C=1C=CC=C2C=CC=C(C12)C1CNCC=2N=C(N=C(C21)N2CC(CCC2)N2N=C(C=C2)C)OCC21CCCN1CCC2 (8-ethylnaphthalen-1-yl)-4-(3-(3-methyl-1H-pyrazol-1-yl)piperidin-1-yl)-2-((tetrahydro-1H-pyrrolizin-7a(5H)-yl)methoxy)-5,6,7,8-tetrahydropyrido[3,4-d]pyrimidine